[N+](=O)([O-])C1=CC=C(C=C1)OC([C@@H](NC(=O)OC(C)(C)C)[C@@H](C)CC)=O (tert-butoxycarbonyl)-L-isoleucine 4-nitrophenyl ester